FC1=C(C(=O)O)C=CC=C1CN1C=NC2=C1C=CC(=C2)C(F)(F)F 2-fluoro-3-((5-(trifluoromethyl)-1H-benzo[d]imidazol-1-yl)methyl)benzoic acid